SCCC[SiH2]O[SiH2]O[SiH3] 3-mercaptopropyl-trisiloxane